1-(tert-butyl) 2-methyl (S,E)-4-(2-(tert-butoxy)-2-oxoethylidene)pyrrolidine-1,2-dicarboxylate C(C)(C)(C)OC(\C=C\1/C[C@H](N(C1)C(=O)OC(C)(C)C)C(=O)OC)=O